BrC1=CC2=C(N=C(S2)Cl)C(=C1)F 6-bromo-2-chloro-4-fluorobenzo[d]thiazole